Iron cyanic acid N#CO.[Fe]